tert-butyl (1R,5S)-3-((R or S)-6-Chloro-2-(3-(dimethylamino)azetidine-1-yl)-8-fluoro-7-(3-hydroxynaphthalen-1-yl)quinolin-4-yl)-3,8-diazabicyclo[3.2.1]octane-8-carboxylate ClC=1C=C2C(=CC(=NC2=C(C1C1=CC(=CC2=CC=CC=C12)O)F)N1CC(C1)N(C)C)N1C[C@H]2CC[C@@H](C1)N2C(=O)OC(C)(C)C